3-trifluoromethyl-4-((3,5-dicyclohexylphenyl)(methyl)amino)-benzoic acid FC(C=1C=C(C(=O)O)C=CC1N(C)C1=CC(=CC(=C1)C1CCCCC1)C1CCCCC1)(F)F